CC=1SC(=CC1C(=O)NC1=NC(=NS1)CC(C)N1CCOCC1)C1=CC(=CC=C1)OC 2-Methyl-5-(3-methoxyphenyl)-N-(3-(2-morpholinopropyl)-1,2,4-thiadiazol-5-yl)thiophene-3-Formamide